Hexyl-4-pentynoic acid C(CCCCC)C(C(=O)O)CC#C